tert-butyl ((1-(4-(trifluoromethyl)phenyl)-1,2,3,4-tetrahydroquinolin-2-yl)methyl)carbamate FC(C1=CC=C(C=C1)N1C(CCC2=CC=CC=C12)CNC(OC(C)(C)C)=O)(F)F